P(=O)(O)(O)C(C(=O)N)C(C(=O)N)C=1NC(=C(N1)N)C1[C@H](O)[C@H](O)[C@H](O1)CO phosphoribosyl-aminoimidazolesuccinamide